C(CCC)NC=1N=CC2=C(N1)N(C=C2C2CCNCC2)[C@@H]2CC[C@H](CC2)O trans-4-[2-(butylamino)-5-(piperidin-4-yl)-7H-pyrrolo[2,3-d]pyrimidin-7-yl]cyclohexan-1-ol